NC1=NC(N(C=C1)[C@@H]1O[C@]([C@H]([C@@H]1C#C[Si](C)(C)C)O)(C)CO)=O 4-amino-1-[(2R,3S,4S,5R)-4-hydroxy-5-(hydroxymethyl)-5-methyl-3-[2-(trimethylsilyl)ethynyl]oxolan-2-yl]pyrimidin-2-one